ClC=1C=C(C(=NC1)OC1CCC2(CN(C2)C(=O)C2CC(C2)(C)O)CC1)OC (7-((5-chloro-3-methoxypyridin-2-yl)oxy)-2-azaspiro[3.5]Non-2-yl)((1s,3s)-3-hydroxy-3-methylcyclobutyl)methanone